8-(7-(difluoromethyl)-6-(1-methyl-1H-pyrazolyl-pyrazol-4-yl)-3,4-dihydroquinolin-1(2H)-yl)-3,4-dihydroxyquinolin FC(C1=C(C=C2CCCN(C2=C1)C=1C=CC=C2C(=C(C=NC12)O)O)C=1C(=NNC1)C1=NN(C=C1)C)F